ClC=1C=2N(C=C(N1)C1=CC(=NC=C1OC)[C@@H](C)NCC)N=CN2 (R)-1-(4-(8-chloro-[1,2,4]triazolo[1,5-a]pyrazin-6-yl)-5-methoxypyridin-2-yl)-N-ethylethan-1-amine